(S)-1-(2-(2-(1-(2-(1-fluorocyclopropane-1-carbonyl)-2-azaspiro[3.4]octan-6-yl)piperidin-4-yl)phenoxy)ethyl)pyrrolidin-2-one formate salt C(=O)O.FC1(CC1)C(=O)N1CC2(C1)C[C@H](CC2)N2CCC(CC2)C2=C(OCCN1C(CCC1)=O)C=CC=C2